ClC1CCN(CC1)C=1OC2=C(C=C(C=C2C(C1)=O)C)[C@@H](C)NC1=C(C(=O)O)C=CC=C1 2-[[(1R)-1-[2-(4-Chloro-1-piperidyl)-6-methyl-4-oxo-chromen-8-yl]ethyl]amino]benzoic acid